BrC=1C=C2C(OCC=3C=C(N=CC3C=3C=C(C(=C(NS(C(C1O)=C2)(=O)=O)C3)Cl)C)OC)=O 13-bromo-19-chloro-14-hydroxy-5-methoxy-20-methyl-16,16-dioxo-9-oxa-16λ6-thia-4,17-diazatetracyclo[16.3.1.111,15.02,7]tricosa-1(22),2(7),3,5,11,13,15(23),18,20-nonaen-10-one